(2S,4R)-4-[1-(2,6-dioxo-3-piperidyl)-3-methyl-2-oxo-benzimidazol-5-yl]oxypyrrolidine-2-carboxylic acid O=C1NC(CCC1N1C(N(C2=C1C=CC(=C2)O[C@@H]2C[C@H](NC2)C(=O)O)C)=O)=O